2-fluoro-5-(4,4,5,5-tetramethyl-1,3,2-dioxaborolan-2-yl)aniline FC1=C(N)C=C(C=C1)B1OC(C(O1)(C)C)(C)C